N-[(5-phenyl-1,3,4-thiadiazol-2-yl)methyl]-1,2-benzoxazole-3-carboxamide C1(=CC=CC=C1)C1=NN=C(S1)CNC(=O)C1=NOC2=C1C=CC=C2